1,2-dichloro-3-[(E)-2-methoxyethenyl]-4-(prop-2-en-1-yloxy)benzene ClC1=C(C(=C(C=C1)OCC=C)\C=C\OC)Cl